C(CC)(=O)OCC(=C(NS(=O)C(C)(C)C)C1=CC=C(C=C1)Cl)C (2S,3S)-3-(4-chlorophenyl)-2-methyl-3-[(2-methylpropane-2-(R)-sulfinyl) amino]Prop-2-en-1-yl propionate